3-(6-(4-((4-(2-(6,6-dimethyl-4,5,6,7-tetrahydro-1H-indazol-3-yl)-5-fluoro-1H-indole-6-carbonyl)piperazin-1-yl)methyl)piperidin-1-yl)pyridin-3-yl)piperidine-2,6-dione CC1(CCC=2C(=NNC2C1)C=1NC2=CC(=C(C=C2C1)F)C(=O)N1CCN(CC1)CC1CCN(CC1)C1=CC=C(C=N1)C1C(NC(CC1)=O)=O)C